2-methoxyphenylalanine COC1=C(C[C@H](N)C(=O)O)C=CC=C1